ethyl 2-(5-(2-((2,3-dihydro-1H-inden-2-yl) amino) pyrimidin-5-yl)-1,3,4-oxadiazol-2-yl)-2-fluoroacetate C1C(CC2=CC=CC=C12)NC1=NC=C(C=N1)C1=NN=C(O1)C(C(=O)OCC)F